1-(4-(4-(4-methylpiperazin-1-yl)-6-morpholino-1,3,5-triazin-2-yl)phenyl)-3-(1-oxoisoindolin-5-yl)urea CN1CCN(CC1)C1=NC(=NC(=N1)N1CCOCC1)C1=CC=C(C=C1)NC(=O)NC=1C=C2CNC(C2=CC1)=O